3-Nitro-4-{4-[(3-Nitrophenyl)methyl]piperazin-1-yl}-N-(pyridin-2-ylmethyl)benzenesulfonamide [N+](=O)([O-])C=1C=C(C=CC1N1CCN(CC1)CC1=CC(=CC=C1)[N+](=O)[O-])S(=O)(=O)NCC1=NC=CC=C1